C1(CC1)CN1C[C@H](N(CC1)C1=C(N=C(S1)C1=NNC(=C1C(C)C)C=1C=C(C=2N(C1)N=CN2)OC)C)C (R)-5-(4-(cyclopropylmethyl)-2-methylpiperazin-1-yl)-2-(4-isopropyl-5-(8-methoxy-[1,2,4]triazolo[1,5-a]pyridin-6-yl)-1H-pyrazol-3-yl)-4-methylthiazole